2-(1-methylpyrrolidin-2-yl)ethan-1-amine CN1C(CCC1)CCN